BrC=1C2=C(C=NC1NC1=C(C(=CC=C1C)OC)C)C=CS2 7-bromo-6-[(3-methoxy-2,6-dimethylphenyl)amino]thieno[3,2-c]pyridine